(S)-N-(5-(2,4-difluorophenoxy)pyrazin-2-yl)-2-(3,3-dimethyl-4-(2-oxohexahydropyrimidine-5-carbonyl)piperazin-1-yl)propanamide FC1=C(OC=2N=CC(=NC2)NC([C@H](C)N2CC(N(CC2)C(=O)C2CNC(NC2)=O)(C)C)=O)C=CC(=C1)F